(diphenyltriazinyl)[(dimethylfluorenyl)dibenzofuranyl]pyridine 5-bromo-1H-pyrrolo[2,3-b]pyridinebenzyl-(1R,5S,6r)-3-oxabicyclo[3.1.0]hexan-6-ylcarbamate BrC=1C=C2C(=NC1)NC(=C2)C2=CC=CC=C2CN(C(O)=O)C2[C@H]1COC[C@@H]21.C2(=CC=CC=C2)C2=C(C(=NN=N2)C=2C(=NC=CC2)C2=C(C=CC=1OC3=C(C12)C=CC=C3)C3=C(C(=CC=1C2=CC=CC=C2CC31)C)C)C3=CC=CC=C3